C(C1=CC=CC=C1)OC1=NC(=CC(=C1CN1C(C=2C(=C3C(=C(C2CC1)Cl)OC(C3)(C3CCC1(OCCO1)CC3)C)C)=O)C)C 6-((2-(benzyloxy)-4,6-dimethylpyridin-3-yl)methyl)-9-chloro-2,4-dimethyl-2-(1,4-dioxaspiro[4.5]decan-8-yl)-3,6,7,8-tetrahydrofuro[2,3-g]isoquinolin-5(2H)-one